2,6-difluoro-3-(propane-1-sulfonamido)-N-[(1s,4s)-4-{[6-chloro-2-(trifluoromethyl)quinolin-4-yl]amino}cyclohexyl]benzamide FC1=C(C(=O)NC2CCC(CC2)NC2=CC(=NC3=CC=C(C=C23)Cl)C(F)(F)F)C(=CC=C1NS(=O)(=O)CCC)F